BrC=1C(=CC2=C(N(CC(CS2)(CC)CC)C2=CC=C(C=C2)F)C1)OC 7-bromo-3,3-diethyl-5-(4-fluorophenyl)-8-methoxy-2,3,4,5-tetrahydro-1,5-benzothiazepine